N1C=C(C2=CC=CC=C12)C[C@H](CC)NC(=O)C=1C=CC2=C(N=CS2)C1 (S)-N-(1-(1H-indol-3-yl)butan-2-yl)benzo[d]thiazole-5-carboxamide